1-((2S,5R)-5-(4-((3-fluoro-5-(1H-1,2,3-triazol-4-yl)phenyl)amino)-6-(pyrazin-2-yl)pyrimidin-2-yl)-2-methylpiperidin-1-yl)ethan-1-one FC=1C=C(C=C(C1)C=1N=NNC1)NC1=NC(=NC(=C1)C1=NC=CN=C1)[C@@H]1CC[C@@H](N(C1)C(C)=O)C